C1(CC1)COC1=C(OC2C3CN(CC2CC3)C=3N=NC(=CC3)C(F)(F)F)C=CC(=C1)C(F)(F)F 8-(2-cyclopropylmethoxy-4-trifluoromethyl-phenoxy)-3-(6-trifluoromethyl-pyridazin-3-yl)-3-azabicyclo[3.2.1]octane